BrC=1C=C2C=CN(C2=CC1)C1=NC=CC=C1 5-bromo-1-(pyridin-2-yl)-1H-indole